Methyl-4-(4-hydroxy-1,5-dimethyl-1H-pyrazol-3-yl)benzoat COC(C1=CC=C(C=C1)C1=NN(C(=C1O)C)C)=O